6-METHOXY-N-(4-PENTYLPHENYL)-[1,2,5]OXADIAZOLO[3,4-B]PYRAZIN-5-AMINE COC=1C(=NC=2C(N1)=NON2)NC2=CC=C(C=C2)CCCCC